COC1=CC=CC(=N1)C=1CCN(CC1)C(=O)OC(C)(C)C tert-butyl 4-(6-methoxy-2-pyridyl)-3,6-dihydro-2H-pyridine-1-carboxylate